4,4',4''-(1,3,5-triazin-2,4,6-triyltriimino)tris-benzoic acid-tris(2-ethylhexyl)ester C(C)C(COC(C1=CC=C(C=C1)NC1=NC(=NC(=N1)NC1=CC=C(C(=O)OCC(CCCC)CC)C=C1)NC1=CC=C(C(=O)OCC(CCCC)CC)C=C1)=O)CCCC